CC(=CCO)CCC=C(C)C 3,7-dimethylocta-2,6-dien-1-ol